N-(5-chloro-2-fluorobenzyl)-6-fluoro-1-(4-methoxyphenyl)-4-oxo-7-(piperazin-1-yl)-1,4-dihydroquinoline-3-carboxamide ClC=1C=CC(=C(CNC(=O)C2=CN(C3=CC(=C(C=C3C2=O)F)N2CCNCC2)C2=CC=C(C=C2)OC)C1)F